FC1=C(C(=C(C=C1F)F)F)C=1N=C(C=2C=CC=C(C2C1)N)N (2,3,5,6-tetrafluorophenyl)isoquinoline-1,5-diamine